oxetan-3-yl ((1S,4r)-4-(5-(2-(N-(tert-butyl)sulfamoyl)-4-(3-((S)-1-(2-fluorophenyl)ethyl)ureido)phenyl)thiazol-2-yl)cyclohexyl)carbamate C(C)(C)(C)NS(=O)(=O)C1=C(C=CC(=C1)NC(=O)N[C@@H](C)C1=C(C=CC=C1)F)C1=CN=C(S1)C1CCC(CC1)NC(OC1COC1)=O